nitro-3-(4-(4-(trifluoromethyl) benzyl) piperazine-1-carbonyl)-[1,1'-biphenyl]-4-ylmethanesulfonate [N+](=O)([O-])C(S(=O)(=O)[O-])C1=C(C=C(C=C1)C1=CC=CC=C1)C(=O)N1CCN(CC1)CC1=CC=C(C=C1)C(F)(F)F